C(C)(C)(C)C1=CC=C(C=N1)C(=O)OCC([C@H](C[C@H]1C(NCCC1)=O)NC([C@@H](NC(=O)C=1NC2=CC=CC(=C2C1)OC)CC(C)C)=O)=O (3S)-3-{[N-(4-methoxy-1H-indole-2-carbonyl)-L-leucyl]amino}-2-oxo-4-[(3S)-2-oxopiperidin-3-yl]butyl 6-tert-butylpyridine-3-carboxylate